N-(4-(N-(2,4-difluorobenzyl)-N-(4-fluorobenzyl)sulfamoyl)phenyl)-2-(pyridin-4-yl)cyclopropane-1-carboxamide FC1=C(CN(S(=O)(=O)C2=CC=C(C=C2)NC(=O)C2C(C2)C2=CC=NC=C2)CC2=CC=C(C=C2)F)C=CC(=C1)F